normal dodecylbenzenesulfonate C(CCCCCCCCCCC)OS(=O)(=O)C1=CC=CC=C1